2-Aminomethyloxetane NCC1OCC1